C(C)(C)(C)OC(=O)NCCCN(CCCCCC(=O)OCCCCCCCCCC)CCO decyl 6-((3-((tert-butoxycarbonyl)amino)propyl)(2-hydroxyethyl)amino)hexanoate